tert-butyl 2-((6-fluoro-2-(hydroxymethyl)-1-methyl-4-carbonyl-1,4-dihydroquinolin-8-yl)oxy)acetate FC=1C=C2C(C=C(N(C2=C(C1)OCC(=O)OC(C)(C)C)C)CO)=C=O